N-(4-(1H-pyrazol-4-yl)phenyl)-2-(2-(pyrimidin-2-yl)-1H-indol-6-yl)pyrimidin-4-amine N1N=CC(=C1)C1=CC=C(C=C1)NC1=NC(=NC=C1)C1=CC=C2C=C(NC2=C1)C1=NC=CC=N1